CC1=NN2C(N=C(C=C2N(CCC)CC2=CC=C(C=C2)C2=CC=CC=C2)C)=C1C=1C(=CC(=NC1)N(C)C)C 5-(2,5-Dimethyl-7-{[(4-phenylphenyl)methyl](propyl)amino}pyrazolo[1,5-a]pyrimidin-3-yl)-N,N,4-trimethylpyridin-2-amin